C(C(O)C1=CC=CC=C1)(=O)O.C(=O)(OC(C)(C)C)N1C[C@H](NC[C@@H]1C)C (2R,5S)-4-Boc-2,5-dimethylpiperazine mandelate salt